C(C)CC(=O)[O-].C(C)CC(=O)[O-].[Rh+2] rhodium bis(ethylacetate)